O-methacryloyl-Nα-tert-butoxycarbonyl-D-tyrosine C(C(=C)C)(=O)OC1=CC=C(C[C@@H](NC(=O)OC(C)(C)C)C(=O)O)C=C1